C(C(C(C(=O)O)([2H])[2H])([2H])[2H])(=O)O Succinic acid-d4